C(C)(=O)ON=C(C(=O)C=1SC=CC1C1=CC=C(C=C1)OCCO)C N-acetyloxy-1-[4-(2-hydroxyethyloxy)phenylthiophenyl]propan-1-one-2-imine